4-(3-Bromoimidazo[1,2-b]pyridazin-6-yl)thiomorpholine methyl-3-amino-1-(naphthalen-1-yl)-2-oxo-6-(trifluoromethyl)-1,2-dihydropyridine-4-carboxylate COC(=O)C1=C(C(N(C(=C1)C(F)(F)F)C1=CC=CC2=CC=CC=C12)=O)N.BrC1=CN=C2N1N=C(C=C2)N2CCSCC2